BrC=1C=C2CCCOC2=C(C1)CN1CC2CCC(C1)N2C 3-((6-bromochroman-8-yl)methyl)-8-methyl-3,8-diazabicyclo[3.2.1]octane